N-acetyl-N-((S)-3-(4-((3,5-dichloro-4-((R)-3-chloro-2-hydroxypropoxy)phenyl)sulfonyl)phenoxy)-2-hydroxypropyl)acetamide C(C)(=O)N(C(C)=O)C[C@@H](COC1=CC=C(C=C1)S(=O)(=O)C1=CC(=C(C(=C1)Cl)OC[C@H](CCl)O)Cl)O